N-(4-(2-(1,3-dioxoisoindolin-2-yl)-4-(hydroxymethyl)-5-methylthiophene-3-carbonyl)phenyl)acetamide O=C1N(C(C2=CC=CC=C12)=O)C=1SC(=C(C1C(=O)C1=CC=C(C=C1)NC(C)=O)CO)C